(S)-2-chloro-1-(3-hydroxypyrrolidin-1-yl)ethan-1-one ClCC(=O)N1C[C@H](CC1)O